BrC1=C(C=C(C=C1)F)OC 1-bromo-4-fluoro-2-methoxy-benzene